6-(pyridazin-4-yl)-N-(2-(4-(((5-(trifluoromethyl)-1H-indol-2-yl)methyl)amino)butoxy)ethyl)-1H-benzo[d][1,2,3]triazol-4-amine N1=NC=C(C=C1)C=1C=C(C2=C(NN=N2)C1)NCCOCCCCNCC=1NC2=CC=C(C=C2C1)C(F)(F)F